C1=CC=CC1[Pt](C)(C)C (5-cyclopentadienyl)-trimethyl-platinum